N-(2-methyl-5-(4-(4-((6-(trifluoromethyl)pyridazin-3-yl)oxy)phenyl)piperidine-1-carbonyl)phenyl)-1-phenylmethanesulfonamide CC1=C(C=C(C=C1)C(=O)N1CCC(CC1)C1=CC=C(C=C1)OC=1N=NC(=CC1)C(F)(F)F)NS(=O)(=O)CC1=CC=CC=C1